3H-spiro[isobenzofuran-1,4'-piperidine] HCl Cl.N1CCC2(CC1)OCC1=CC=CC=C12